(R,E)-3-(2-((4-(2-(4-chlorophenyl)-2,3-dihydrobenzo[b][1,4]dioxin-5-yl)piperidin-1-yl)methyl)-1-(oxazol-2-ylmethyl)-1H-imidazol-5-yl)acrylic acid ClC1=CC=C(C=C1)[C@@H]1COC2=C(O1)C=CC=C2C2CCN(CC2)CC=2N(C(=CN2)/C=C/C(=O)O)CC=2OC=CN2